ClC=1C(=NC(=NC1)N[C@H]1CN(CC1)C(=O)C1=CC=C(C=C1)NC(C=C)=O)C (R)-N-(4-(3-((5-chloro-4-methylpyrimidin-2-yl)amino)pyrrolidine-1-carbonyl)phenyl)acrylamide